CC([C@@H](C(=O)N1[C@@H](C[C@H](C1)O)C(=O)NCC1=CC=C(C=C1)C1=C(N=CS1)C)NC(C=O)=O)(C)C (2S,4R)-1-((S)-3,3-dimethyl-2-(2-oxoacetamido)butanoyl)-4-hydroxy-N-(4-(4-methylthiazol-5-yl)benzyl)pyrrolidine-2-carboxamide